6-(pyrrolidin-1-yl)-1H-pyrazolo[3,4-b]pyridin-3-amine N1(CCCC1)C1=CC=C2C(=N1)NN=C2N